C(C)OC(CC1=C(C(=CC=C1)N(C)C[C@@H](C=1C=C(C2=C(C=C(O2)C)C1)I)O)O)=O |r| (±)-2-(2-Hydroxy-3-((2-hydroxy-2-(7-iodo-2-methylbenzofuran-5-yl)ethyl)(methyl)amino)phenyl)acetic acid ethyl ester